(3S,4S)-tert-butyl 3-(2-(((benzyloxy)carbonyl)amino)-4-(methylthio)butanamido)-4-phenylpiperidine-1-carboxylate C(C1=CC=CC=C1)OC(=O)NC(C(=O)N[C@@H]1CN(CC[C@H]1C1=CC=CC=C1)C(=O)OC(C)(C)C)CCSC